3,5-dihydroxy-2,4,6-trinitroaniline dipotassium salt [K].[K].OC=1C(=C(N)C(=C(C1[N+](=O)[O-])O)[N+](=O)[O-])[N+](=O)[O-]